5-(phenoxymethyl)furan-2-carbaldehyde O(C1=CC=CC=C1)CC1=CC=C(O1)C=O